(5s,7r,8r,9s,10r)-10-((3-chlorobenzyl)oxy)-7-(hydroxymethyl)-9-(4-(3,4,5-trifluorophenyl)-1H-1,2,3-triazol-1-yl)-1,6-dioxaspiro[4.5]decan-8-ol ClC=1C=C(CO[C@@H]2[C@H]([C@H]([C@H](O[C@@]23CCCO3)CO)O)N3N=NC(=C3)C3=CC(=C(C(=C3)F)F)F)C=CC1